4-amino-1-((2R,3R,4R,5R)-3-(azidomethoxy)-4-hydroxy-5-(hydroxymethyl)tetrahydrofuran-2-yl)pyrimidin-2(1H)-one NC1=NC(N(C=C1)[C@@H]1O[C@@H]([C@H]([C@H]1OCN=[N+]=[N-])O)CO)=O